4-(8-(dimethylamino)-2-oxo-8-phenyl-1,3-diazaspiro[4.5]decan-3-yl)indolin-2-one CN(C1(CCC2(CN(C(N2)=O)C2=C3CC(NC3=CC=C2)=O)CC1)C1=CC=CC=C1)C